[Al].[Ni] Nickel Aluminum